di(1H-pyrrole-2-yl)methane N1C(=CC=C1)CC=1NC=CC1